[Si](C1=CC=CC=C1)(C1=CC=CC=C1)(C(C)(C)C)O[C@H]1C[C@H](N(C1)C(=O)OC(C)(C)C)C(N)=S tert-butyl (2S,4S)-4-((tert-butyldiphenylsilyl)oxy)-2-carbamothioylpyrrolidine-1-carboxylate